(E)-3-((4-((3-carboxypropyl)(methyl)amino)phenyl)diazenyl)-7-(diethylamino)-5-phenylphenazin-5-ium hexafluoro-phosphate F[P-](F)(F)(F)(F)F.C(=O)(O)CCCN(C1=CC=C(C=C1)/N=N/C=1C=CC2=NC3=CC=C(C=C3[N+](=C2C1)C1=CC=CC=C1)N(CC)CC)C